FC1(C(CN(CC1)C1=NC=2CC(CCC2C=C1C(=O)NC1=CC(=NC=C1)S(N)(=O)=O)C)C)F 2-(4,4-difluoro-3-methylpiperidin-1-yl)-7-methyl-N-(2-sulfamoylpyridin-4-yl)-5,6,7,8-tetrahydroquinoline-3-carboxamide